C(CCCCCCCCC)OS(=O)(=O)C1=CC=CC2=CC=CC=C12.[Mg] magnesium decylnaphthalenesulfonate